[Mo]1CCCC1 Molybdacyclopentane